CC1=NC(=NO1)C1=CC=C2C=CN=C(C2=C1)NCCN1C(C=2N(CC1)C=C(C2)C(=O)ON=C(C)N)=O N'-((2-(2-((7-(5-methyl-1,2,4-oxadiazol-3-yl)isoquinolin-1-yl)amino)ethyl)-1-oxo-1,2,3,4-tetrahydropyrrolo[1,2-a]pyrazine-7-carbonyl)oxy)acetimidamide